N-(3-((((1R,3S)-3-Hydroxycyclopentyl)amino)methyl)pyridin-2-yl)pivalamide O[C@@H]1C[C@@H](CC1)NCC=1C(=NC=CC1)NC(C(C)(C)C)=O